FC(C1=CC(=NC=N1)O)F 6-(difluoromethyl)pyrimidin-4-ol